7-(4-(tert-butoxycarbonyl)piperazin-1-yl)-1-cyclopropyl-6-fluoro-4-oxo-1,4-dihydroquinoline-3-carboxylic acid C(C)(C)(C)OC(=O)N1CCN(CC1)C1=C(C=C2C(C(=CN(C2=C1)C1CC1)C(=O)O)=O)F